OCC1CCC(CC1)NC=1C2=C(N=CN1)NC=C2C(C2=CC=C(C=C2)F)=O 4-((1s,4r)-4-hydroxymethyl-cyclohexylamino)-5-(4-fluorobenzoyl)-7H-pyrrolo[2,3-d]pyrimidine